8-acetyl-3,6-dimethyl-2-morpholino-quinazolin-4-one C(C)(=O)C=1C=C(C=C2C(N(C(=NC12)N1CCOCC1)C)=O)C